[AsH4+].[Ga+3] gallium arsonium